2-(6-(2-benzamidopropan-2-yl)-1-(cyclopropylmethyl)-1H-pyrrolo[2,3-b]pyridin-2-yl)-7-methoxy-1-methyl-1H-benzo[d]imidazole-5-carboxylic acid C(C1=CC=CC=C1)(=O)NC(C)(C)C1=CC=C2C(=N1)N(C(=C2)C2=NC1=C(N2C)C(=CC(=C1)C(=O)O)OC)CC1CC1